ClC1=C(C=CC(=C1)Cl)[C@@H](C)N1N=C(C=2C1=NC(=CN2)N2CC(C2)[C@@H]2CN(CCC2)CC)C(F)(F)F 2-((R)-3-(1-(1-((R)-1-(2,4-Dichlorophenyl)ethyl)-3-(trifluoromethyl)-1H-pyrazolo[3,4-b]pyrazin-6-yl)azetidin-3-yl)piperidin-1-yl)ethan